sodium (tert-butyl)dimethyl-silanolate C(C)(C)(C)[Si]([O-])(C)C.[Na+]